N1=CC(=CC=C1)\C(\C=N\NC(NCC)=S)=N\NC(NCC)=S (2Z,2'E)-2,2'-(1-(pyridin-3-yl)ethane-1,2-diylidene)bis(N-ethylhydrazine-1-carbothioamide)